O=C1C[C@@H]2[C@@H](CN(C2)C(=O)OC(C)(C)C)C1 tert-butyl cis-5-oxo-hexahydrocyclopenta[C]pyrrole-2(1H)-carboxylate